{1-[(adamantan-1-yl)methyl]-5-methyl-1H-pyrazol-4-yl}-6-[(6-chloro-5-methylpyridazin-3-yl)(methyl)amino]pyridine-2-carboxylic acid ethyl ester C(C)OC(=O)C1=NC(=CC=C1C=1C=NN(C1C)CC12CC3CC(CC(C1)C3)C2)N(C)C=2N=NC(=C(C2)C)Cl